[Si](C)(C)(C(C)(C)C)O[C@@H]1[C@H](CCC1)NC1=NC=NC(=C1)N N4-[(1S,2S)-2-[(tert-butyldimethylsilyl)oxy]cyclopentyl]pyrimidine-4,6-diamine